C(C)(C)(C)OC(=O)N[C@@H](C(C1=CC=CC=C1)C1=CC=CC=C1)C(=O)O t-Butoxycarbonyl-diphenylalanine